FC(C=1C(=C(C=CC1)[C@@H](C)NC1=C2C(=C(N=N1)C)N=CC(=C2)N2CC(CC2)OC)F)F N-((R)-1-(3-(difluoromethyl)-2-fluorophenyl)ethyl)-3-(3-methoxypyrrolidin-1-yl)-8-methylpyrido[2,3-d]pyridazin-5-amine